OCCCC1=C(C(N(C2=NC(=CC=C12)C(F)(F)F)C1=CC=CC=C1)=O)N 3-Hydroxypropyl(amino)-2-oxo-1-phenyl-7-(trifluoromethyl)-1,2-dihydro-1,8-naphthyridine